BrC=1C=C(C(=NC1)CC(=O)N)F 2-(5-bromo-3-fluoropyridin-2-yl)acetamide